N'-(3-methylbenzylidene)benzoyl-hydrazine CC=1C=C(C=NNC(C2=CC=CC=C2)=O)C=CC1